N1(CCOCC1)C1=NC=2N(C(=N1)NCC1=NC(=NN1C1OCCCC1)C1=CC=CC=C1)N=CC2C(F)(F)F 2-(morpholin-4-yl)-N-{[3-phenyl-1-(tetrahydro-2H-pyran-2-yl)-1H-1,2,4-triazol-5-yl]methyl}-8-(trifluoromethyl)pyrazolo[1,5-a][1,3,5]triazin-4-amine